C(CC(O)(C(=O)[O-])CC(=O)[O-])(=O)[O-].[NH4+].CC1=NC(=NN1)CO.[NH4+].[NH4+] (5-methyl-1H-1,2,4-triazol-3-yl)methanol Ammonium citrate